C(CC)P1(OP(OP(O1)(CCC)=O)(CCC)=O)=O 2,4,6-tripropyl-1,3,5,2,4,6-trioxa-triphosphorinan-2,4,6-trioxide